(S,E)-1-(2-(4-aminobutoxy)-4-(2-(2-methyl-[1,1'-biphenyl]-3-yl)vinyl)-5-(trifluoromethyl)benzyl)piperidine-2-carboxylic acid tert-butyl ester C(C)(C)(C)OC(=O)[C@H]1N(CCCC1)CC1=C(C=C(C(=C1)C(F)(F)F)\C=C\C=1C(=C(C=CC1)C1=CC=CC=C1)C)OCCCCN